7-(7-(1H-benzo[f]indazol-4-yl)-8-fluoro-2-(((2R,7aS)-2-fluorohexahydro-1H-pyrrolizin-7a-yl)methoxy)pyrido[4,3-d]pyrimidin-4-yl)-1,3,7-triazaspiro[4.5]decan-2-one N1N=CC2=C(C3=C(C=C12)C=CC=C3)C3=C(C=1N=C(N=C(C1C=N3)N3CC1(CNC(N1)=O)CCC3)OC[C@]31CCCN1C[C@@H](C3)F)F